2-[(3-bromo-5-tert-butyl-4-hydroxyphenyl)methylidene]propanedinitrile BrC=1C=C(C=C(C1O)C(C)(C)C)C=C(C#N)C#N